C1(=CC=CC=C1)[P](C1=CC=C(C=C1)C)=O (phenyl)(p-tolyl)phosphorus oxide